BrC1=CC(=C(C(=O)NC2CC2)C(=C1)F)Cl 4-bromo-2-chloro-N-cyclopropyl-6-fluorobenzamide